C(C)(C)N1C=NC=C1C(=O)O 1-isopropyl-1H-imidazole-5-carboxylic acid